C(C1=CC=CC=C1)NC=1C(=C(C#N)C=CC1)F (benzylamino)-2-fluorobenzonitrile